ClC=1C=C(C=CC1C1=CC(=C2C(=N1)C=CS2)NCCCN2CCC(CC2)N2CCOCC2)C(=O)N2CCSCC2 (3-chloro-4-(7-((3-(4-morpholinopiperidin-1-yl)propyl)amino)thieno[3,2-b]pyridin-5-yl)phenyl)(thiomorpholino)methanone